The molecule is the cis-isomer of caffeic acid. It has a role as a plant metabolite and a human xenobiotic metabolite. It is a conjugate acid of a cis-caffeate. C1=CC(=C(C=C1/C=C\\C(=O)O)O)O